ClC=1C(=NC(=NC1)NC=1C=CC(=C(C1)NC(C=C)=O)N1[C@H]2CN([C@@H](C1)C2)C)O[C@H]2[C@@H]1[C@H](OC2)[C@@H](CO1)O N-(5-((5-Chloro-4-(((3R,3aR,6R,6aR)-6-hydroxyhexahydrofuro[3,2-b]furan-3-yl)oxy)pyrimidine-2-yl)amino)-2-((1R,4R)-5-methyl-2,5-diazabicyclo[2.2.1]heptan-2-yl)phenyl)acrylamide